(2S,3S,4R,5R)-5-(6-(benzylamino)-2-(3-hydroxyphenyl)-9H-purin-9-yl)-3,4-dihydroxy-N-methyl-tetrahydrofuran-2-carboxamide C(C1=CC=CC=C1)NC1=C2N=CN(C2=NC(=N1)C1=CC(=CC=C1)O)[C@H]1[C@@H]([C@@H]([C@H](O1)C(=O)NC)O)O